(R)-N-(1-(3-amino-5-(trifluoromethyl)phenyl)ethyl)-1-(2-fluorophenyl)-6-oxo-1,6-dihydropyridazine-3-carboxamide NC=1C=C(C=C(C1)C(F)(F)F)[C@@H](C)NC(=O)C1=NN(C(C=C1)=O)C1=C(C=CC=C1)F